4-ethynyl-1-(2,2-difluoroethyl)pyrazole C(#C)C=1C=NN(C1)CC(F)F